OC1=CC(=C2C=CC=3C(=CC(=C4C=CC1=C2C34)S(=O)(=O)O)S(=O)(=O)O)S(=O)(=O)O 1-hydroxypyrene-3,6,8-trisulfonic acid